4,4'-vinylidenebis[N-methyl-N-(triethylsilyl)aniline] C(=C)(C1=CC=C(N(C)[Si](CC)(CC)CC)C=C1)C1=CC=C(N([Si](CC)(CC)CC)C)C=C1